CN1CCN(CC1)CCNC1=NC(=NC(=N1)N1CCOCC1)N1CC2=C(CC1)N=CN2 N-(2-(4-methylpiperazin-1-yl)ethyl)-4-morpholinyl-6-(3,4,6,7-tetrahydro-5H-imidazo[4,5-c]pyridin-5-yl)-1,3,5-triazine-2-amine